C[N+](CCC[Si](OCC)(OCC)OCC)(CCCCCCCCCCCCCCCCCC)C dimethyl(octadecyl)[3-(triethoxysilyl)propyl]ammonium